tert-butyl (2S,3S)-2-(3-(4-(3-cyclohexylpropoxy)-3-(trifluoromethyl)phenyl)-1,2,4-oxadiazol-5-yl)-3-hydroxypyrrolidine-1-carboxylate C1(CCCCC1)CCCOC1=C(C=C(C=C1)C1=NOC(=N1)[C@H]1N(CC[C@@H]1O)C(=O)OC(C)(C)C)C(F)(F)F